(2S,3S)-1-(tert-Butoxycarbonyl)-2-phenylindoline-2,3-dicarboxylic acid C(C)(C)(C)OC(=O)N1[C@]([C@H](C2=CC=CC=C12)C(=O)O)(C(=O)O)C1=CC=CC=C1